BrC1=CC=C2CN(C(C2=C1)=O)[C@@H](C=1NC2=CC=CC=C2C1)C1=C(C=CC(=C1)Cl)OC (R)-6-bromo-2-((5-chloro-2-methoxyphenyl)(1H-indol-2-yl)methyl)isoindolin-1-one